dipropylamine succinate C(CCC(=O)O)(=O)O.C(CC)NCCC